FC1=CC=C(C=C1)C=1N=CN(C1C=1SC=C(N1)C(=O)NC1=NC=C(C=C1)N1CCOCC1)C(C)C 2-(4-(4-fluorophenyl)-1-isopropyl-1H-imidazol-5-yl)-N-(5-morpholinopyridin-2-yl)thiazole-4-carboxamide